ClC1=NC(=C(C=O)C=C1)C 6-chloro-2-methylnicotinaldehyde